1,3,5-triphenyl-1,3,5-trimethyltrisiloxane C1(=CC=CC=C1)[SiH](O[Si](O[SiH](C)C1=CC=CC=C1)(C)C1=CC=CC=C1)C